bicyclo[3.2.1]octan-3-one C12CC(CC(CC1)C2)=O